OC1=CC=C(C=C1)N1CCN(CC1)C(=O)C1=CC(=NC(=C1)N1CCOCC1)C1=CC=C(C(=O)O)C=C1 4-[4-[4-(4-Hydroxyphenyl)piperazine-1-carbonyl]-6-morpholino-2-pyridyl]benzoic acid